ClC1=C(C=CC=C1C1=C(C(=NC=C1)Cl)Cl)C1=CC(=C(C(=C1)OC)COC(NC[C@H]1NC(CC1)=O)=O)F (S)-((2'-chloro-3'-(2,3-dichloropyridin-4-yl)-3-fluoro-5-methoxy-[1,1'-biphenyl]-4-yl)methyl)((5-oxopyrrolidin-2-yl)methyl)carbamate